C1(CC1)C(=O)NC1=C(C(=O)NC)C(=CC=N1)NC1=CN(C2=C1C(N(C=C2)C)=O)C (Cyclopropanecarboxamido)-4-((1,5-dimethyl-4-oxo-4,5-dihydro-1H-pyrrolo[3,2-c]pyridin-3-yl)amino)-N-methylnicotinamide